CO[C@@H]1CC[C@H](CC1)C=O trans-4-methoxycyclohexane-1-carbaldehyde